1-((1R)-3'-(2-(2-(4-methoxyphenyl)-5-methylpyrrolidin-1-yl)-2-oxoethyl)-2',4'-dioxo-2,3-dihydrospiro[indene-1,5'-oxazolidine]-5-yl)-3-methylurea COC1=CC=C(C=C1)C1N(C(CC1)C)C(CN1C(O[C@]2(C1=O)CCC1=CC(=CC=C12)NC(=O)NC)=O)=O